tert-butyl ((2R,4R,5S)-5-fluoro-2-((S)-1-(4-fluorophenyl)-1,2,3,4-tetrahydroisoquinoline-2-carbonyl)tetrahydro-2H-pyran-4-yl)carbamate F[C@H]1[C@@H](C[C@@H](OC1)C(=O)N1[C@H](C2=CC=CC=C2CC1)C1=CC=C(C=C1)F)NC(OC(C)(C)C)=O